COC(=O)C=1C2=CC=C(C=C2C=2C=C(C(=CC2C1)OC)OC)OC 2,3,6-trimethoxyphenanthrene-9-carboxylic acid methyl ester